CCC(=O)N(C)C N,N-Dimethylpropionamide